C(C)(C)(C)OC(=O)N1C=C(C=2C1=NC=C(C2)C=2C=C1CCOCC1=C(C2)[C@H]2N(CCC2)C(=O)OC(C)(C)C)C2(CC2)C#N (S)-5-(8-(1-(tert-Butoxycarbonyl)pyrrolidin-2-yl)isochroman-6-yl)-3-(1-cyanocyclopropyl)-1H-pyrrolo[2,3-b]pyridine-1-carboxylic acid tert-butyl ester